Isopropyl ((1S)-1-{[(1-benzofuran-2-ylcarbonyl)amino]methyl}-2-methyl-propyl)carbamate O1C(=CC2=C1C=CC=C2)C(=O)NC[C@H](C(C)C)NC(OC(C)C)=O